8-(4-(2-(2H-tetrazol-5-yl)ethoxy)-2-chlorophenyl)-9-(3-chlorobenzyl)-6-(1-methylcyclopropoxy)-9H-purine N=1NN=NC1CCOC1=CC(=C(C=C1)C=1N(C2=NC=NC(=C2N1)OC1(CC1)C)CC1=CC(=CC=C1)Cl)Cl